4-fluoro-N-{(1S)-1-[1-(1-fluorocyclopropane-1-carbonyl)-1,2,3,4-tetrahydroquinolin-6-yl]ethyl}benzamide FC1=CC=C(C(=O)N[C@@H](C)C=2C=C3CCCN(C3=CC2)C(=O)C2(CC2)F)C=C1